Di-2-Ethylhexyl Sulfosuccinate CCCCC(CC)COC(=O)CC(C(=O)OCC(CC)CCCC)S(=O)(=O)O